2-((5S)-4-{[3-{[5-fluoro-2-(methoxymethyl)pyrimidin-4-yl]amino}-6,6-dimethyl-4,6-dihydropyrrolo[3,4-c]pyrazol-5(1H)-yl]carbonyl}-1,5-dimethylpiperazin-2-yl)ethanol FC=1C(=NC(=NC1)COC)NC=1C2=C(NN1)C(N(C2)C(=O)N2CC(N(C[C@@H]2C)C)CCO)(C)C